N=1N2C(=C(C1)C1=CN3C(S1)=C(C=N3)C(=O)NC=3C(=NC=C(C3)C(NCCN3CC(C3)(C)C)=O)C)CCC2 2-(5,6-dihydro-4H-pyrrolo[1,2-b]pyrazol-3-yl)-N-(5-((2-(3,3-dimethylazetidin-1-yl)ethyl)carbamoyl)-2-methylpyridin-3-yl)pyrazolo[5,1-b]thiazole-7-carboxamide